BrC=1C=NC(=NC1)C(CO)O (5-bromopyrimidin-2-yl)ethane-1,2-diol